FC=1C=C(C=C(C1)F)[C@@H]1N(OCC1)C1=CC(=NC=N1)NC=1C(=CC(=C(C1)NC(C=C)=O)N1CCC(CC1)N(C)CCN(C)C)OC N-(5-((6-((R)-3-(3,5-difluorophenyl)isoxazolidine-2-yl)pyrimidine-4-yl)amino)-2-(4-((2-(dimethyl-amino)ethyl)-(methyl)amino)piperidine-1-yl)-4-methoxy-phenyl)acrylamide